tris(1,2',6'-pentamethylpiperidinyl) phosphite P(ON1C(C(C(CC1)C)(C)C)(C)C)(ON1C(C(C(CC1)C)(C)C)(C)C)ON1C(C(C(CC1)C)(C)C)(C)C